C1(=CC=CC=C1)C(=NC1=CC(=CC=2OCOC21)OC2=CC(=CC=C2)C(F)(F)F)C2=CC=CC=C2 1,1-Diphenyl-N-(6-(3-(trifluoromethyl)phenoxy)benzo[d][1,3]dioxol-4-yl)-methanimine